F[P-](F)(F)(F)(F)F.F[P-](F)(F)(F)(F)F.N1=NC(=NC=C1C1=CC=[N+](C=C1)CCCCCC)C1=CC=[N+](C=C1)CCCCCC 4,4'-(1,2,4-Triazine-3,6-diyl)bis(1-hexylpyridin-1-ium) bis(hexafluorophosphate)